ClC=1N=C2C(=NC1C(F)F)C(=NN2COCC[Si](C)(C)C)I 6-chloro-5-(difluoromethyl)-3-iodo-1-((2-(trimethylsilyl)ethoxy)methyl)-1H-pyrazolo[4,3-b]pyrazine